3-(4-((S)-7-((1-(4-((1R,2S)-4,4-difluoro-6-hydroxy-2-phenyl-1,2,3,4-tetrahydronaphthalen-1-yl)phenyl)piperidin-4-yl)methyl)-2,7-diazaspiro[4.4]nonan-2-yl)phenyl)piperidine-2,6-dione FC1(C[C@@H]([C@@H](C2=CC=C(C=C12)O)C1=CC=C(C=C1)N1CCC(CC1)CN1C[C@@]2(CCN(C2)C2=CC=C(C=C2)C2C(NC(CC2)=O)=O)CC1)C1=CC=CC=C1)F